C(C1=CC=CC=C1)N(N=CC1=NC=CC=C1)CC1=CC=CC=C1 N-benzyl-1-phenyl-N-(2-pyridylmethyleneamino)methylamine